Cl.C(C)N=C=NCCCN(CC)CC 1-ethyl-3-(3-diethylaminopropyl)carbodiimide hydrochloride